N-benzyl-3',4,5-trihydroxy-[1,1'-biphenyl]-2-sulfonamide C(C1=CC=CC=C1)NS(=O)(=O)C=1C(=CC(=C(C1)O)O)C1=CC(=CC=C1)O